BrC1=CC(=NC=C1)NC(C(C)(C)C)=O N-(4-bromo-2-pyridyl)-2,2-dimethyl-propanamide